propionamido-N-(pyridin-3-ylmethyl)-[1,1'-biphenyl]-4-carboxamide C(CC)(=O)NC1=C(C=CC(=C1)C(=O)NCC=1C=NC=CC1)C1=CC=CC=C1